(oxy)sulfone O=S(=O)=O